N-(3-(5-fluoropyrimidin-2-yl)-4-(trifluoromethyl)phenyl)-3-azabicyclo[5.1.0]octane-3-carboxamide FC=1C=NC(=NC1)C=1C=C(C=CC1C(F)(F)F)NC(=O)N1CC2CC2CCC1